C(C)(=O)NC=1C=CC(=C2C=CC=NC12)N[C@@H]1CN(CC1)C(=O)OC(C)(C)C tert-butyl (S)-3-((8-acetamidoquinolin-5-yl)amino)pyrrolidin-1-carboxylate